Fluoroethyl-triazole tert-butyl-1-[1-methyl-3-(3-methyl-2,6-dioxo-3-piperidyl)indazol-6-yl]piperidine-4-carboxylate C(C)(C)(C)OC(=O)C1CCN(CC1)C1=CC=C2C(=NN(C2=C1)C)C1(C(NC(CC1)=O)=O)C.FCCC=1N=NNC1